C(CC)N1N=CC2=CC(=CC=C12)C=O 1-Propyl-indazole-5-carbaldehyde